4-(tert-butoxy)-2-(4-((methoxycarbonyl)amino)benzamido)-4-oxobutanoic acid C(C)(C)(C)OC(CC(C(=O)O)NC(C1=CC=C(C=C1)NC(=O)OC)=O)=O